3-bromo-N-methoxy-4-((4-methoxybenzyloxy)oxy)-N-methylbenzamide BrC=1C=C(C(=O)N(C)OC)C=CC1OOCC1=CC=C(C=C1)OC